sodium dodecyl-sulfonate C(CCCCCCCCCCC)S(=O)(=O)[O-].[Na+]